7-((6-(aminomethyl)-5-(4-methyltetrahydro-2H-pyran-4-yl)pyridin-2-yl)amino)-4-(7-fluoroimidazo[1,2-a]pyridin-3-yl)-1-oxoisoindoline-2-carboxylic acid tert-butyl ester C(C)(C)(C)OC(=O)N1C(C2=C(C=CC(=C2C1)C1=CN=C2N1C=CC(=C2)F)NC2=NC(=C(C=C2)C2(CCOCC2)C)CN)=O